2-(4-(3-hydroxypropyl)phenyl)-6-(3-methoxyphenyl)-5,7-dimethyl-2,6-dihydro-1H-pyrrolo[3,4-d]pyridazin-1-one OCCCC1=CC=C(C=C1)N1N=CC=2C(C1=O)=C(N(C2C)C2=CC(=CC=C2)OC)C